C(C)(C)(C)SC(CC1=C(C(=CC=C1)SC(C)(C)C)O)CC 2,6-di-tert-butylthio-butylphenol